CC1=C(C=C(CNC(OC(C)(C)C)=O)C=C1)C(NC(C)C1=CC(=CC2=CC=CC=C12)C=1NC=C(C1)C(NC)=O)=O tert-butyl (4-methyl-3-((1-(3-(4-(methylcarbamoyl)-1H-pyrrol-2-yl)naphthalen-1-yl)ethyl)carbamoyl)benzyl)carbamate